3-chloro-5-carbamoyl-2-pyridinecarboxylic acid methyl ester COC(=O)C1=NC=C(C=C1Cl)C(N)=O